C1(=CC=CC=C1)[C@@H](CNC=1SC(=NN1)N[C@H]1CN(CC1)C=1SC=2C(=NC=CC2)N1)C (S)-2-phenyl-N-(5-(((R)-1-(thiazolo[4,5-b]pyridin-2-yl)pyrrolidin-3-yl)amino)-1,3,4-thiadiazol-2-yl)propylamine